C(CCCCC)C1CCC(O1)=O 5-hexyldihydro-2(3H)-furanone